5-(((Trans-3-(3-cyclopropyl-4-(5-fluoro-3-(piperazin-1-yl)pyridin-2-yl)-1H-pyrazol-1-yl)cyclobutyl)methyl)amino)-2-(2,6-dioxopiperidin-3-yl)isoindoline-1,3-dione C1(CC1)C1=NN(C=C1C1=NC=C(C=C1N1CCNCC1)F)[C@@H]1C[C@H](C1)CNC=1C=C2C(N(C(C2=CC1)=O)C1C(NC(CC1)=O)=O)=O